triglycidyl-ethane C(C1CO1)C(C)(CC1CO1)CC1CO1